BrC1=CC=C(C=C1)CCCC(=O)NC1=CC=CC=C1 4-(4-bromophenyl)-N-phenylbutyramide